C(N)(=O)C1=CC(=NC2=C1N=CN=C2N[C@@H]2CN(CCC2)C(=O)OC(C)(C)C)C2=CN(C(=C2)C#N)C tert-butyl (3S)-3-{[8-carbamoyl-6-(5-cyano-1-methyl-1H-pyrrol-3-yl)pyrido[3,2-d]pyrimidin-4-yl]amino}piperidine-1-carboxylate